(S)-isochroman-4-amine hydrochloride Cl.C1OC[C@H](C2=CC=CC=C12)N